O[C@@H]1CN(CC1)C(CC1=NC=2C(=CC=NC2)N1)=O 2-(2-((S)-3-hydroxypyrrolidin-1-yl)-2-oxoethyl)imidazo[4,5-d]Pyridine